C(C)C=1C=CC=C2C=CC=C(C12)N1CC=2N=C(N=C(C2CC1)N1CC(OCC1)C=1OC(=NN1)C(C)C)OCC1(CC1)CN(C)C 1-(1-(((7-(8-ethylnaphthalen-1-yl)-4-(2-(5-isopropyl-1,3,4-oxadiazol-2-yl)morpholino)-5,6,7,8-tetrahydropyrido[3,4-d]pyrimidin-2-yl)oxy)methyl)cyclopropyl)-N,N-dimethylmethanamine